3-Bromo-6-(4-(2-methoxyethyl)piperazin-1-yl)imidazo[1,2-b]pyridazine BrC1=CN=C2N1N=C(C=C2)N2CCN(CC2)CCOC